lauryl-N,N-dimethylamide C(CCCCCCCCCCC)C[N-]C